(trifluoromethyl)-1H-benzo[d]imidazole-2-carbaldehyde FC(F)(F)N1C(=NC2=C1C=CC=C2)C=O